ClC1=CC=C(C(=N1)OC1CN(C1)C(=O)OC(C)(C)C)C1=COC=C1 tert-butyl 3-((6-chloro-3-(furan-3-yl)pyridin-2-yl)oxy)azetidine-1-carboxylate